bis(5,7-dibromo-8-hydroxyquinoline) copper (II) [Cu+2].BrC1=C2C=CC=NC2=C(C(=C1)Br)O.BrC1=C2C=CC=NC2=C(C(=C1)Br)O